tert-butyl 4-(1-(3-aminopropyl)cyclopropyl)piperidine-1-carboxylate NCCCC1(CC1)C1CCN(CC1)C(=O)OC(C)(C)C